C(C)(C)(C)C1=C(O[Al](CC(C)C)CC(C)C)C(=CC(=C1)C)C(C)(C)C (2,6-di-t-butyl-4-methylphenoxy)diisobutylaluminum